1-fluoropropane FCCC